N(=[N+]=[N-])C[C@H]1OC2=C(C1)C1=C(N=C(S1)C1=C3N=CC(=NC3=CC(=C1)C)OC)C=C2 (S)-7-(azidomethyl)-2-(2-methoxy-7-methylquinoxalin-5-yl)-7,8-dihydrobenzofuro[5,4-d]thiazole